Methyl 5-amino-2-(4-(dimethoxymethyl)piperidin-1-yl)-4-methoxybenzoate NC=1C(=CC(=C(C(=O)OC)C1)N1CCC(CC1)C(OC)OC)OC